CC1=NN(C(=C1CCC(=O)N1CCN(CC1)CC1=CC=C(C=C1)NC(C)=O)C)C=1C=CC=2N(N1)C(=NN2)C N-(4-((4-(3-(3,5-dimethyl-1-(3-methyl-[1,2,4]triazolo[4,3-b]pyridazin-6-yl)-1H-pyrazol-4-yl)propanoyl)piperazin-1-yl)methyl)phenyl)acetamide